BrC1=C(C(=NC=C1C)OC)C bromo-2-methoxy-3,5-lutidine